tert-butyl (S)-(1-(3-(4-cyclopropylphenyl)-4-oxo-7-((2,2,2-trifluoroethyl)amino)-3,4-dihydroquinazolin-2-yl)-2-(3,5-difluorophenyl)ethyl)carbamate C1(CC1)C1=CC=C(C=C1)N1C(=NC2=CC(=CC=C2C1=O)NCC(F)(F)F)[C@H](CC1=CC(=CC(=C1)F)F)NC(OC(C)(C)C)=O